Chloromethyl-benzooxazol-5-carboxylic acid (1-propyl-butyl)amide C(CC)C(CCC)NC(=O)C=1C=CC2=C(N=C(O2)CCl)C1